C1(=CC=C(C=C1)NC(=O)N1C2CCC1CC=1C(=NC=CC12)F)C1=CC=CC=C1 (±)-N-([1,1'-biphenyl]-4-yl)-1-fluoro-6,7,8,9-tetrahydro-5H-5,8-epiminocyclohepta[c]pyridine-10-carboxamide